CC=1C=C(C=CC1)CN1N=C2N=C(N=C(C2=C1)N)C=1OC=CN1 2-[(3-methylphenyl)methyl]-6-(1,3-oxazol-2-yl)-2H-pyrazolo[3,4-d]pyrimidin-4-amine